NC1=C2N=CN(C2=NC(=N1)F)CC=1C=C(C=CC1)NS(=O)(=O)CCC(=O)OC methyl 3-(N-(3-((6-amino-2-fluoro-9H-purin-9-yl)methyl)phenyl)sulfamoyl)propanoate